C(C1=CC=CC=C1)OC1=CC(=C(C=2CCOC21)[N+](=O)[O-])C(=O)OC Methyl 7-(benzyloxy)-4-nitro-2,3-dihydrobenzofuran-5-carboxylate